N-[3-[2-(difluoromethoxy)-5-[(1-methyl-2-oxo-4-pyridinyl)sulfanyl]phenyl]-1-methyl-pyrazol-4-yl]pyrazolo[1,5-a]pyrimidine-3-carboxamide FC(OC1=C(C=C(C=C1)SC1=CC(N(C=C1)C)=O)C1=NN(C=C1NC(=O)C=1C=NN2C1N=CC=C2)C)F